(3R)-5-Bromo-7-cyclopropyl-6-[(1-naphthyl)methyl]-4-oxo-1-thia-3a-aza-3-indancarboxylic acid BrC=1C(N2[C@@H](CSC2=C(C1CC1=CC=CC2=CC=CC=C12)C1CC1)C(=O)O)=O